1,3-bis-(thiophene-5-yl)-5,7-bis-(2-ethylhexyl)benzo[1,2-c:4,5-c']dithiophene-4,8-dione S1C=CC=C1C1=C2C(=C(S1)C1=CC=CS1)C(C=1C(=C(SC1CC(CCCC)CC)CC(CCCC)CC)C2=O)=O